BrC1=C(C(=C2C=CC=CC2=C1)C1=C(C(=CC2=CC=CC=C12)Br)O[Si](C)(C)C(C)(C)C)O (Rac)-3,3'-dibromo-2'-(tert-butyldimethylsilyloxy)-1,1'-binaphthyl-2-ol